5-(3-(benzofuran-6-ylsulfonyl)-5-morpholinophenyl)pyrimidin-2-amine O1C=CC2=C1C=C(C=C2)S(=O)(=O)C=2C=C(C=C(C2)N2CCOCC2)C=2C=NC(=NC2)N